(5-FORMYL-2-METHOXY-PHENYL)-CARBAMIC ACID BENZYL ESTER C(C1=CC=CC=C1)OC(NC1=C(C=CC(=C1)C=O)OC)=O